phenyl thio-β-D-galactopyranoside S([C@H]1[C@H](O)[C@@H](O)[C@@H](O)[C@H](O1)CO)C1=CC=CC=C1